CC1(CCN(CC1)CCNC(=O)C1=CC(=CS1)C)C 5-((2-(4,4-dimethylpiperidin-1-yl)ethyl)carbamoyl)-3-methylthiophen